N-[(2,4-dimethoxyphenyl)methyl]-1-methyl-pyrazolo[4,3-c]pyridine-6-carboxamide COC1=C(C=CC(=C1)OC)CNC(=O)C1=CC2=C(C=N1)C=NN2C